CN(C1[NH+](CCCN1CC#N)C)C 2-dimethylamino-3-cyanomethyl-1-methyl-1,4,5,6-tetrahydropyrimidinium